Ethyl (1R,2S)-2-{3-[({1-[(2S)-2-butanyl]5-(2-hydroxyethyl)-1H-pyrrol-2-yl} carbonyl)amino]-4-(trifluoromethyl)phenyl}cyclopropanecarboxylate C[C@@H](CC)N1C(=CC=C1CCO)C(=O)NC=1C=C(C=CC1C(F)(F)F)[C@@H]1[C@@H](C1)C(=O)OCC